(2E)-5-(3-chloro-4-hydroxyphenyl)-2-(hydroxyimino)-2,3-dihydro-1H-inden-1-one ClC=1C=C(C=CC1O)C=1C=C2C\C(\C(C2=CC1)=O)=N/O